3-(4-Nitrophenyl)-1,13-dioxadispiro[4.1.47.25]tridec-3-en-2-one [N+](=O)([O-])C1=CC=C(C=C1)C=1C(OC2(C1)CC1(CCCC1)CO2)=O